FC1=C(C=C(C(=C1)C)C1=CC2=C(N=C(N=C2)NC)N=C1C)NC(=O)N1C[C@@H](CC1)CC(F)(F)F (S)-N-(2-fluoro-4-methyl-5-(7-methyl-2-(methylamino)pyrido[2,3-d]pyrimidin-6-yl)phenyl)-3-(2,2,2-trifluoroethyl)pyrrolidine-1-carboxamide